C/C=C/C=C/CC/C=C/C(=O)NCC(C)C (2e,6e,8e)-n-(2-Methylpropyl)-2,6,8-decatrienamide